3-(8-(bis(4-methoxybenzyl)amino)-5-bromo-2-vinyl-[1,2,4]Triazolo[1,5-a]Pyrazin-6-yl)benzonitrile COC1=CC=C(CN(C=2C=3N(C(=C(N2)C=2C=C(C#N)C=CC2)Br)N=C(N3)C=C)CC3=CC=C(C=C3)OC)C=C1